4,6-dimethoxy-2-methyl-sulfonyl-pyrimidine COC1=NC(=NC(=C1)OC)S(=O)(=O)C